N1CCC(CC1)CN1CC2(CCC1)CCN(CC2)C(=O)[O-] 2-(Piperidin-4-ylmethyl)-2,9-diazaspiro[5.5]undecan-9-carboxylate